N[C@H](C)C=1C=C(C=C(C1)CO)C1(CN(C1)C(=O)OC(C)(C)C)F (R)-tert-butyl 3-(3-(1-aminoethyl)-5-(hydroxymethyl)phenyl)-3-fluoroazetidine-1-carboxylate